Ethylen-diamintetraacetat C(CN(CC(=O)[O-])CC(=O)[O-])N(CC(=O)[O-])CC(=O)[O-]